C(C)C=1C(=NC=C(C1)N)N C3-ETHYLPYRIDINE-2,5-diamine